C(C)(C)C=1C(=CCCC1)C 4-isopropyl-3-methylcyclohexane-2,4-diene